2-((4-bromobut-2-yn-1-yl)oxy)tetrahydro-2H-pyran BrCC#CCOC1OCCCC1